F[B-](C=C)(F)F.[K+] potassium trifluoro(vinyl)borohydride